C(C1=CC=CC=C1)(=O)C=1NC=CC1 Benzoylpyrrol